N(=[N+]=[N-])[C@@H]1[C@@H]2[C@H](CN(C1)C(CCCCC(=O)OCC1=CC=CC=C1C1(C(NC(N=C1C)=O)=O)N(CCF)CCCl)=O)OC(O2)(C)C 5-[(2-chloroethyl)-(2-fluoroethyl) amino]-6-methyl-uracilbenzyl 6-[(3aS,7S,7aR)-7-azido-2,2-dimethyl-4,6,7,7a-tetrahydro-3aH-[1,3]dioxolo[4,5-c]pyridin-5-yl]-6-oxo-hexanoate